(1-phenyl-1H-pyrazole-3,4-diyl)bis((2-bromophenyl)methanone) C1(=CC=CC=C1)N1N=C(C(=C1)C(=O)C1=C(C=CC=C1)Br)C(=O)C1=C(C=CC=C1)Br